1-cinnamyl-4-oxo-3-phenyl-4H-pyrido[1,2-a]pyrimidin-1-ium-2-ol C(C=CC1=CC=CC=C1)[N+]1=C2N(C(C(=C1O)C1=CC=CC=C1)=O)C=CC=C2